heptadecanoic acid di(3-Fluoro-1-methylpyrrolidin-3-yl)methyl-(8-amino-7-fluoro-6-(8-methyl-2,3-dihydro-1H-pyrido[2,3-b][1,4]oxazin-7-yl)isoquinolin-3-yl)carbamate FC1(CN(CC1)C)C(C1(CN(CC1)C)F)N(C(O)=O)C=1N=CC2=C(C(=C(C=C2C1)C1=C(C2=C(OCCN2)N=C1)C)F)N.C(CCCCCCCCCCCCCCCC)(=O)O